NC1=CC=CC(=N1)S(=O)(=O)NC(=O)C=1C(=NC(=CC1)C=1C=NC(=C(C1)C)O[C@@H](CC)C)N1C(C[C@@H](C1)C)(C)C N-[(6-Amino-2-pyridyl)sulfonyl]-6-[5-methyl-6-[(1R)-1-methylpropoxy]-3-pyridyl]-2-[(4S)-2,2,4-trimethylpyrrolidin-1-yl]pyridin-3-carboxamid